rac-dimethylsilylbis(indenyl)hafnium C[SiH](C)[Hf](C1C=CC2=CC=CC=C12)C1C=CC2=CC=CC=C12